Cl.CN1C=NC(=C1)N 1-methyl-1H-imidazol-4-amine hydrOCHloride